C(#N)[C@H](C[C@H]1C(NCC1)=O)NC([C@@H](NC([C@@H](C)OC1CCCCC1)=O)CC(C)C)=O N-{(1S)-1-cyano-2-[(3S)-2-oxopyrrolidin-3-yl]ethyl}-N2-[(2R)-2-(cyclohexyloxy)propanoyl]-L-leucinamide